(2S)-N-[(1R)-1-(furan-2-yl)ethyl]-3-hydroxy-2-{4-[(2-methylpentyl)oxy]phenyl}acrylamide O1C(=CC=C1)[C@@H](C)NC(C(=CO)C1=CC=C(C=C1)OC[C@H](CCC)C)=O